ClC1=CC=2N(C(N(CC2C=N1)C1=C(C=CC=C1C)Cl)=O)C1CCN(CC1)C 7-chloro-3-(2-chloro-6-methyl-phenyl)-1-(1-methyl-4-piperidyl)-4H-pyrido[4,3-d]pyrimidin-2-one